C(C1=CC=CC=C1)NC1=C2N=CN(C2=NC(=N1)C=1SC=CC1)[C@H]1[C@@H]([C@@H]([C@H](O1)C(=O)NC)O)O (2S,3S,4R,5R)-5-(6-(benzylamino)-2-(thiophen-2-yl)-9H-purin-9-yl)-3,4-dihydroxyl-N-methyltetrahydrofuran-2-carboxamide